2-(3,4-dimethoxyphenyl)-3-ethyl-6-methoxy-5-(piperidin-4-yl)-1H-indole-trifluoroacetate salt FC(C(=O)O)(F)F.COC=1C=C(C=CC1OC)C=1NC2=CC(=C(C=C2C1CC)C1CCNCC1)OC